(R)-2-(6-chloro-1-(((2R,4R)-4-(methylsulfonyl)pent-2-yl)oxy)-2,7-naphthyridin-4-yl)butan-2-ol ClC=1C=C2C(=CN=C(C2=CN1)O[C@H](C)C[C@@H](C)S(=O)(=O)C)[C@@](C)(CC)O